Vinyl n-octyl ether C(CCCCCCC)OC=C